C(#C)C=1C=C(C=CC1)NC1=NC=NC2=CC(=C(C=C12)OC1CCN(CC1)C(C)=O)OC 4-[(3-ethynyl-phenyl)amino]-6-(1-acetyl-piperidin-4-yloxy)-7-methoxy-quinazoline